C(C)(=O)C=1C=C(C=CC1)NC(=O)NC=1C=C2C(N(C(N(C2=CC1)C1CCCCC1)=O)CCOC)=O 1-(3-acetylphenyl)-3-(1-cyclohexyl-3-(2-methoxyethyl)-2,4-dioxo-1,2,3,4-tetrahydroquinazolin-6-yl)urea